C(C1=CC=CC=C1)N(C(CN1C(C2=CC(=CC=C2C1)B1OC(C(O1)(C)C)(C)C)=O)=O)C N-benzyl-N-methyl-2-[1-oxo-6-(4,4,5,5-tetramethyl-1,3,2-dioxaborolan-2-yl)-2,3-dihydro-1H-isoindol-2-yl]acetamide